methyl diethoxysilylpropyl-vinyl ether C(C)O[SiH](OCC)CCCC=COC